2-(2,6-dioxopiperidin-3-yl)-5-((3-(7-fluoroquinolin-4-yl)azetidine-1-yl)methyl)isoindoline-1,3-dione O=C1NC(CCC1N1C(C2=CC=C(C=C2C1=O)CN1CC(C1)C1=CC=NC2=CC(=CC=C12)F)=O)=O